CSC=1C=NNC1 4-methylsulfanyl-1H-pyrazole